ClC1=NC(=NC2=CC(=CC=C12)C(=O)OC)C1=CC=C(C=C1)C(F)(F)F methyl 4-chloro-2-(4-(trifluoromethyl)phenyl)quinazoline-7-carboxylate